Bis(m-trifluoromethylphenyl)methylene(cyclopentadienyl)(fluorenyl)zirconium dichloride [Cl-].[Cl-].FC(C=1C=C(C=CC1)C(=[Zr+2](C1=CC=CC=2C3=CC=CC=C3CC12)C1C=CC=C1)C1=CC(=CC=C1)C(F)(F)F)(F)F